O1CC(C1)COC1=C2C3=C(C(OC2=CC=C1)=O)C=CC=C3 oxetan-3-ylmethoxyl-6H-benzo[c]chromen-6-one